2-acetamido-2-deoxy-3,4,6-tri-O-benzyl-D-glucose C(C)(=O)N[C@@H](C=O)[C@@H](OCC1=CC=CC=C1)[C@H](OCC1=CC=CC=C1)[C@H](O)COCC1=CC=CC=C1